C(C)OCOC1=C(C=CC(=C1)C#C)C1=C(N=C(N=N1)S(=O)C)N(C)C 6-(2-(ethoxymethoxy)-4-ethynylphenyl)-N,N-dimethyl-3-(methylsulfinyl)-1,2,4-triazine-5-amine